5-Amino-8-(2-furyl)-3-[2-[4-hydroxy-4-(4-methoxyphenyl)-1-piperidyl]ethyl]-1-methyl-[1,2,4]triazolo[5,1-f]purin-2-one NN1C=NC(=C2N3C(N=C12)N(C(N3C)=O)CCN3CCC(CC3)(C3=CC=C(C=C3)OC)O)C=3OC=CC3